C1(=CC=CC2=CC=CC=C12)CNC(O)=O.C(N)(OC1=CC=CC2=CC=CC=C12)=O 1-naphthyl carbamate (1-naphthyl methyl carbamate)